1-[5-[2-[4-[[4-(aminomethyl)phenyl]methyl]piperazin-1-yl]-2-oxo-ethoxy]-2-methyl-phenyl]hexahydropyrimidine-2,4-dione NCC1=CC=C(C=C1)CN1CCN(CC1)C(COC=1C=CC(=C(C1)N1C(NC(CC1)=O)=O)C)=O